C1=NCCC2=CC=CC=C12 3,4-dihydroisoquinoline